CC1(C=CC=C1)C 1,1-dimethyl-2,4-cyclopentadiene